N[C@H](CC(C)C)C1=CC(=CS1)C(=N)N (R)-5-(1-amino-3-methylbutyl)thiophene-3-carboxamidine